5-(N-(4-chloro-2-((N-(furan-2-ylmethyl)-2-phenylacetamido)methyl)phenyl)-N-ethylsulfamoyl)-3-methylbenzofuran-2-carboxylic acid ClC1=CC(=C(C=C1)N(S(=O)(=O)C=1C=CC2=C(C(=C(O2)C(=O)O)C)C1)CC)CN(C(CC1=CC=CC=C1)=O)CC=1OC=CC1